FC(C[C@@H](C(=O)N[C@H](C(=O)OC)C[C@H]1C(NCCC1)=O)NC(=O)C=1NC2=CC=CC(=C2C1)OC)(C)C Methyl (2S)-2-[[(2S)-4-fluoro-2-[(4-methoxy-1H-indole-2-carbonyl)amino]-4-methyl-pentanoyl] amino]-3-[(3S)-2-oxo-3-piperidyl]propanoate